C1(CC1)C=1C=C(OC2=C(C(N(N=C2)C)=O)C2=NOC[C@@H](N2)CC2=C(C=C(C=C2)Cl)Cl)C=CC1 5-(3-cyclopropylphenoxy)-4-[(5S)-5-[(2,4-dichlorophenyl)methyl]-5,6-dihydro-4H-1,2,4-oxadiazin-3-yl]-2-methyl-pyridazin-3-one